(2-((2,5-dichloropyrimidin-4-yl)amino)-5-((4-methoxybenzyl)oxy)phenyl)dimethylphosphine ClC1=NC=C(C(=N1)NC1=C(C=C(C=C1)OCC1=CC=C(C=C1)OC)P(C)C)Cl